NC1=CC(=NC=N1)NC1=C2C(=NC(=C1)NC(C(F)(F)F)C1CC1)N(C=N2)C N7-(6-aminopyrimidin-4-yl)-N5-(1-cyclopropyl-2,2,2-trifluoro-ethyl)-3-methyl-imidazo[4,5-b]pyridine-5,7-diamine